(2S,4R)-1-(2-(3-acetyl-4,5,6,7-tetrahydro-1H-indazol-1-yl)acetyl)-N-(6-bromopyridin-2-yl)-4-fluoropyrrolidine-2-carboxamide C(C)(=O)C1=NN(C=2CCCCC12)CC(=O)N1[C@@H](C[C@H](C1)F)C(=O)NC1=NC(=CC=C1)Br